2-bromo-1-[3-ethylsulfonyl-5-(4-fluorophenyl)-6-methyl-2-pyridyl]ethanone BrCC(=O)C1=NC(=C(C=C1S(=O)(=O)CC)C1=CC=C(C=C1)F)C